(S)-2-((2-amino-5-carbamoyl-4-chloropyridin-3-yl)ethynyl)morpholine-4-carboxylic acid tert-butyl ester C(C)(C)(C)OC(=O)N1C[C@@H](OCC1)C#CC=1C(=NC=C(C1Cl)C(N)=O)N